methyl 2-benzyloxy-4-[2-(2-methoxyethoxy)ethoxy]benzoate C(C1=CC=CC=C1)OC1=C(C(=O)OC)C=CC(=C1)OCCOCCOC